3-methyl-2-(7-oxo-3-p-tolyl-4-oxa-2,6-diazabicyclo[3.2.0]hept-2-en-6-yl)-but-3-enoic acid benzhydryl ester C(C1=CC=CC=C1)(C1=CC=CC=C1)OC(C(C(=C)C)N1C2OC(=NC2C1=O)C1=CC=C(C=C1)C)=O